CCCCCCNC1=NC(=NC(=C1)N)N 4-N-(6-hexyl)pyrimidine-2,4,6-triamine